ClC=1C=C(C=C(C1)C=O)CC#N 2-(3-chloro-5-formylphenyl)acetonitrile